BrC=1C=C2C(=NC1)NC(C21CC=2C(=NC=C(C2)C(=O)OC)C1)=O methyl 5'-bromo-2'-oxo-1',2',5,7-tetrahydrospiro[cyclopenta[B]pyridine-6,3'-pyrrolo[2,3-B]pyridine]-3-carboxylate